NC1=CC(C1=O)=O 4-amino-3-cyclobutene-1,2-dione